N=1N(N=CC1)C1=C(C=C(C=N1)NC(C1=C(C=C(C(=C1)F)C1=C(N=NC=C1C#C)N)Cl)=O)C(F)(F)F N-(6-(2H-1,2,3-triazol-2-yl)-5-(trifluoromethyl)pyridin-3-yl)-4-(3-amino-5-ethynylpyridazine-4-yl)-2-chloro-5-fluorobenzamide